[Ti].[Sb].[Cr] chromium-antimony-titanium